C(=O)(O)CC1=NN2C(C(=CC=C2)CO)=C1C(=O)O 2-(carboxymethyl)-4-(hydroxymethyl)pyrazolo[1,5-a]pyridine-3-carboxylic acid